(2-benzyloxy-ethoxy)-tert-butyl acetate C(C)(=O)OC(COCCOCC1=CC=CC=C1)(C)C